O1C=CC2=C1C=CC(=C2)C2=C(C=C(N=N2)C(O)C2CN(CCC2)CC)C (6-(benzofuran-5-yl)-5-methylpyridazin-3-yl)(1-ethylpiperidin-3-yl)methanol